3-(methoxymethyl)pyrrolidine-3-carboxylic acid COCC1(CNCC1)C(=O)O